C(CCC\C=C/CC=CCC=CCC=CCC=CCC)(=O)O Z-eicosa-5,8,11,14,17-pentaenoic acid